C(C(C)C)N(N1CCN(CC1)C=1SC2=C(C(N1)=O)C=C(C=C2[N+](=O)[O-])C(F)(F)F)CC(C)C (4-(diisobutylamino)piperazin-1-yl)-8-nitro-6-(trifluoromethyl)-4H-benzo[e][1,3]thiazin-4-one